C(C)(C)(C)OC(=O)N1CCN(CC1)C1=NC=C(C=C1Cl)CS(=O)(=O)C 4-[3-chloro-5-(methylsulfonylmethyl)-2-pyridinyl]piperazine-1-carboxylic acid tert-butyl ester